1,4-bis[4-(4-aminophenoxy) Phenoxy-α,α-dimethylbenzyl]benzeneBenzyl (2-hydroxyethyl)(methyl-d3)carbamate OCCN(C(OCC1=CC=CC=C1C1(CC=C(C=C1)C(C1=C(C=CC=C1)OC1=CC=C(C=C1)OC1=CC=C(C=C1)N)(C)C)C(C1=C(C=CC=C1)OC1=CC=C(C=C1)OC1=CC=C(C=C1)N)(C)C)=O)C([2H])([2H])[2H]